3,8-dichloro-1,10-phenanthroline ClC=1C=NC2=C3N=CC(=CC3=CC=C2C1)Cl